O=C1C=CC=NN1 6-OXO-1,6-DIHYDROPYRIDAZINE